C(C=C)(=O)N1CCN(CC1)C1=C(C(N(C2=NC(=C(C=C12)Cl)C1=C(C(=C(C(=C1F)F)F)N)F)C=1C(=NC=CC1C)C(C)C)=O)C#N 4-(4-acryloylpiperazin-1-yl)-7-(3-amino-2,4,5,6-tetrafluorophenyl)-6-chloro-1-(2-isopropyl-4-methyl-pyridin-3-yl)-2-oxo-1,2-dihydro-1,8-naphthyridine-3-carbonitrile